OC1=CC=C(C=C1)C1=CC(SS1)=S=O (5-(4-hydroxyphenyl)-3H-1,2-dithiol-3-ylidene)-λ4-sulfanone